diprenyl sulfide C(C=C(C)C)SCC=C(C)C